[C@H]12CN(C[C@H](CC1)N2)C=2C1=C(N=C(N2)OCC23CCCN3CCC2)C(=C(N=C1)C1=CC(=CC2=CC=C(C(=C12)C#C)F)O)F 4-(4-((1R,5S)-3,8-diazabicyclo[3.2.1]octan-3-yl)-8-fluoro-2-((tetrahydro-1H-pyrrolizin-7a(5H)-yl)methoxy)pyrido[4,3-d]pyrimidin-7-yl)-5-ethynyl-6-fluoronaphthalen-2-ol